nickel-chromium-iron-nickel [Ni].[Fe].[Cr].[Ni]